6-[(3S)-3-(cyanomethyl)piperazin-1-yl]-N-(3-hydroxy-1-naphthyl)-2-(1-methylindazol-6-yl)pyrimidine-4-carboxamide C(#N)C[C@H]1CN(CCN1)C1=CC(=NC(=N1)C1=CC=C2C=NN(C2=C1)C)C(=O)NC1=CC(=CC2=CC=CC=C12)O